2-(2-((2S,4R)-1-(2-(3-acetyl-5-(2-methylpyrimidin-5-yl)-1H-indazol-1-yl)acetyl)-4-fluoropyrrolidine-2-carboxamido)-6-bromopyridin-3-yl)acetic acid C(C)(=O)C1=NN(C2=CC=C(C=C12)C=1C=NC(=NC1)C)CC(=O)N1[C@@H](C[C@H](C1)F)C(=O)NC1=NC(=CC=C1CC(=O)O)Br